(5-(4-iodobenzeneyl)isoxazol-3-yl)methanol IC1=CC=C(C=C1)C1=CC(=NO1)CO